2-azido-7-(dibenzylamino)cycloheptan-1-ol N(=[N+]=[N-])C1C(C(CCCC1)N(CC1=CC=CC=C1)CC1=CC=CC=C1)O